COC1=C(C=CC(=C1)N1CCN(CC1)C)NC1=NC=CC(=C1)NC1=C(C(=O)NC)C=CC=C1 2-((2-((2-Methoxy-4-(4-methylpiperazin-1-yl)phenyl)amino)pyridin-4-yl)amino)-N-methylbenzamide